Tetradec-10-ene CCCCCCCCCC=CCCC